ClC1=C(/C=C/[N+](=O)[O-])C=CC=C1 (E)-2-chloro-β-nitrostyrene